C1(=CC=CC=C1)C1=NC(=CC(=N1)C=1C=C(C=C(C1)N1C2=CC=CC=C2C=2C=C(C=CC12)C1=NC=CC=C1)N1C2=CC=CC=C2C=2C=C(C=CC12)C1=NC=CC=C1)C1=CC=CC=C1 9,9'-(5-(2,6-diphenylpyrimidin-4-yl)-1,3-phenylene)bis(3-(pyridin-2-yl)-9H-carbazole)